8-(9-ethyl-6-morpholino-2-(4-phenyl-1H-pyrazol-1-yl)-9H-purin-8-yl)octahydropyrazino[2,1-c][1,4]oxazine C(C)N1C2=NC(=NC(=C2N=C1N1CC2COCCN2CC1)N1CCOCC1)N1N=CC(=C1)C1=CC=CC=C1